3-[4-(3-cyano-1H-pyrazol-1-yl)benzyl]-5-(2-isopropylphenyl)-1-methyl-1H-pyrazolo[4,3-d]pyrimidine C(#N)C1=NN(C=C1)C1=CC=C(CC2=NN(C3=C2N=C(N=C3)C3=C(C=CC=C3)C(C)C)C)C=C1